O1NC=CC=C1 2H-oxazine